C(C)(C)NC(O[C@H]1C[C@H](CC1)C1=CC(=NN1)NC(=O)C1=CC(=NN1C1CC1)C1=C(C(=CC=C1)OCC1=CC=C(C=C1)OC)C1OCCO1)=O (1R,3S)-3-(3-(3-(2-(1,3-dioxolan-2-yl)-3-((4-methoxybenzyl)oxy)phenyl)-1-cyclopropyl-1H-pyrazole-5-carboxamido)-1H-pyrazol-5-yl)cyclopentyl isopropylcarbamate